OC(C)C1=NN(C(C=2N1C1=C(C2)C=CS1)=O)CC(=O)O 2-(8-(1-hydroxyethyl)-5-oxothieno[3',2':4,5]pyrrolo[1,2-d][1,2,4]triazin-6(5H)-yl)acetic acid